7-chloro-3-iodo-N-[(2,2,5-trimethyl-1,3-dioxan-5-yl)methyl]quinolin-4-amine ClC1=CC=C2C(=C(C=NC2=C1)I)NCC1(COC(OC1)(C)C)C